NC=1NC(C=2N=C(N(C2N1)CC1=CC=C(C=C1)F)C=1N=NN(C1)CCOCCOCCOCCOCCOCCCCCCCl)=O 2-Amino-8-(1-(21-chloro-3,6,9,12,15-pentaoxahenicos-1-yl)-1H-1,2,3-triazol-4-yl)-9-(4-fluorobenzyl)-1,9-dihydro-6H-purin-6-one